CN(C[C@H](C1=CC=CC=C1)NC(=O)N1C(C=2N(N=C(C2C1)NC1=CC(=CC=C1)NC(C1=CC=C(C=C1)[N+](=O)[O-])=O)C(=O)OCC)(C)C)C Ethyl (S)-5-((2-(dimethylamino)-1-phenylethyl)carbamoyl)-6,6-dimethyl-3-((3-(4-nitrobenzamido)phenyl)amino)-5,6-dihydropyrrolo[3,4-c]pyrazole-1(4H)-carboxylate